6-bromo-1-chlorobenzo[4,5]thieno[2,3-c]pyridine BrC=1C=CC2=C(C3=C(C(=NC=C3)Cl)S2)C1